C(C#C)C1C(=O)OCCCC1 α-propargyl-ε-caprolactone